B(O)OBO.OCC(C)(CO)C neopentyl glycol diboronate